COC(=O)C1=CSC=C1NC(C=COCC)=O 4-(3-ethoxyacrylamido)thiophene-3-carboxylic acid methyl ester